C(C)[C@@H]1N(C[C@H](N(C1)C(C)C=1C=C2N=CC=NC2=CC1)CC)C=1C=2C(N(C(C1)=O)CC)=CNN2 7-((2S,5R)-2,5-diethyl-4-(1-(quinoxalin-6-yl)ethyl)piperazin-1-yl)-4-ethyl-2,4-dihydro-5H-pyrazolo[4,3-b]pyridin-5-one